FC1=C(C(=CC(=C1)F)OC(C)C)C=1C2=C(C(=NC1C=1SC=3CNCCC3N1)OS(=O)(=O)C(F)(F)F)C=CS2 [7-(2,4-difluoro-6-isopropoxy-phenyl)-6-(4,5,6,7-tetrahydrothiazolo[5,4-c]pyridin-2-yl)thieno[3,2-c]pyridin-4-yl]trifluoromethanesulfonic acid